4-((2R,3S,4S,5R)-3-(3,4-difluoro-2-methoxyphenyl)-4,5-dimethyl-5-(Trifluoromethyl)tetrahydrofuran-2-carboxamido)pyridine FC=1C(=C(C=CC1F)[C@H]1[C@@H](O[C@]([C@H]1C)(C(F)(F)F)C)C(=O)NC1=CC=NC=C1)OC